tert-Butyl-(S,E)-2-((3-(7-(dimethylamino)-2-((dimethylcarbamoyl)oxy)-7-oxohept-5-enamido)-2-oxopyridin-1(2H)-yl)methyl)-5,6-difluoro-4-neopentyl-1H-benzo[d]imidazol-1-carboxylat C(C)(C)(C)OC(=O)N1C(=NC2=C1C=C(C(=C2CC(C)(C)C)F)F)CN2C(C(=CC=C2)NC([C@H](CC\C=C\C(=O)N(C)C)OC(N(C)C)=O)=O)=O